7-Fluoro-8-((2S,5R)-4-((4-fluorophenyl)(p-tolyl)methyl)-2,5-dimethylpiperazin-1-yl)-5-methyl-6-oxo-5,6-dihydro-1,5-naphthyridin-2-carbonitril FC=1C(N(C=2C=CC(=NC2C1N1[C@H](CN([C@@H](C1)C)C(C1=CC=C(C=C1)C)C1=CC=C(C=C1)F)C)C#N)C)=O